2-[3-[(E)-2-ethoxyvinyl]phenyl]-3-methoxy-propanoic acid 3-methoxy-propanoate COCCC(=O)O.C(C)O/C=C/C=1C=C(C=CC1)C(C(=O)O)COC